2-(4-(1'-(2,6-dioxapiperidin-3-yl)-2'-oxo-1,3-dihydrospiro[inden-2,3'-indolin]-5-yl)piperazin-1-yl)acetamide N1OC(CCO1)N1C(C2(C3=CC=CC=C13)CC1=CC=C(C=C1C2)N2CCN(CC2)CC(=O)N)=O